α,3,5-trifluoro-4-pyridinepropionic acid FC(C(=O)O)CC1=C(C=NC=C1F)F